C(CC(O)(C(=O)O)CC(=O)O)(=O)O.FC1=CC=C(S1)CC[C@@]1(CN(CC1)C(C)(C)C=1C=CC(=NC1)C)C=1NC=CN1 |o1:21| (R or S)-5-(2-(3-(2-(5-fluorothiophen-2-yl)ethyl)-3-(1H-imidazol-2-yl)pyrrolidin-1-yl)propan-2-yl)-2-methylpyridine citrate